C(C1=CC=CC=C1)OCC(C([2H])[2H])=O 1-(benzyloxy)propan-2-one-3,3-d